C(C)(C)N1N=CC(=C1)C=1C=CC=C2C(=C(N(C12)C)C)C(=O)O 7-(1-isopropyl-1H-pyrazol-4-yl)-1,2-dimethyl-1H-indole-3-carboxylic acid